2-(3-((R)-((1s,3S)-3-(2,2-difluoroethoxy)cyclobutyl)(4-methyl-4H-1,2,4-triazol-3-yl)methyl)phenyl)-6-(((1-methylcyclobutyl)amino)methyl)-4-(trifluoromethyl)isoindolin-1-one FC(COC1CC(C1)[C@H](C=1C=C(C=CC1)N1C(C2=CC(=CC(=C2C1)C(F)(F)F)CNC1(CCC1)C)=O)C1=NN=CN1C)F